pyrazine-3-carbonitrile 2,2,2-trifluoroacetate FC(C(=O)O)(F)F.N1=CC(=NC=C1)C#N